CC1=C(C(=CC=C1)C)NC(CNC1=C(C=CC=C1C)C)=O N-(2,6-dimethylphenyl)-2-(2,6-dimethylphenylamino)acetamide